6-fluoro-4-(methoxymethyl)-1-methyl-1,4-dihydroquinoline-3-carboxylic acid FC=1C=C2C(C(=CN(C2=CC1)C)C(=O)O)COC